tert-butyl 3-(2-((1-(((tert-butyldimethylsilyl)oxy)methyl)cyclopropyl)methoxy)-6,8-difluoro-5-methoxyquinazolin-4-yl)-3,8-diazabicyclo[3.2.1]octane-8-carboxylate [Si](C)(C)(C(C)(C)C)OCC1(CC1)COC1=NC2=C(C=C(C(=C2C(=N1)N1CC2CCC(C1)N2C(=O)OC(C)(C)C)OC)F)F